O=C1NC(CCC1N1C(C2=CC=C(C=C2C1)N1CCC(CC1)NC(C1=NC=C(C=C1)N1CCN(CC1)CC=1C=NC=2C=C(C(NC2C1)=O)CC)=O)=O)=O N-(1-(2-(2,6-dioxopiperidin-3-yl)-1-oxoisoindolin-5-yl)piperidin-4-yl)-5-(4-((7-ethyl-6-oxo-5,6-dihydro-1,5-naphthyridin-3-yl)methyl)piperazin-1-yl)picolinamide